[Cl-].CO[Si](OC)(OC)CCC[N+](C)(C)CCCCCCCCCCCCCC (trimethoxysilylpropyl)-tetradecyl-dimethyl-ammonium chloride